n-tricosylurea C(CCCCCCCCCCCCCCCCCCCCCC)NC(=O)N